CC[C@H](C)[C@@H](C(=O)NCC(=O)NCC(=O)NCC(=O)NCC(=O)NCC(=O)NCC(=O)NCC(=O)NCC(=O)NCC(=O)NCC(=O)N[C@@H](CO)C(=O)N[C@@H](CS)C(=O)NCC(=O)NCC(=O)N[C@@H](CCC(=O)N)C(=O)NCC(=O)NCC(=O)NCC(=O)N[C@@H](CS)C(=O)NCC(=O)NCC(=O)N[C@@H](CS)C(=O)N[C@@H](CO)C(=O)N[C@@H](CC(=O)N)C(=O)NCC(=O)N[C@@H](CS)C(=O)N[C@@H](CO)C(=O)NCC(=O)NCC(=O)N[C@@H](CC(=O)N)C(=O)NCC(=O)NCC(=O)N[C@@H](CO)C(=O)NCC(=O)NCC(=O)N[C@@H](CO)C(=O)NCC(=O)N[C@@H](CO)C(=O)N[C@@H](CC1=CNC=N1)C(=O)N[C@@H]([C@@H](C)CC)C(=O)O)NC(=O)CNC(=O)[C@H](C(C)C)N The molecule is a 43-membered microcin composed of Val, Gly, Ile, Gly, Gly, Gly, Gly, Gly, Gly, Gly, Gly, Gly, Gly, Ser, Cys, Gly, Gly, Gln, Gly, Gly, Gly, Cys, Gly, Gly, Cys, Ser, Asn, Gly, Cys, Ser, Gly, Gly, Asn, Gly, Gly, Ser, Gly, Gly, Ser, Gly, Ser, His and Ile residues joined in sequence. It has a role as a DNA synthesis inhibitor. It derives from a mature microcin B18 zwitterion.